C(#N)C=1C(=CC(=NC1)C(=O)N[C@@H](C)C1CC1)C1=CC(=CC(=C1)F)F 5-cyano-N-[(1S)-1-cyclopropylethyl]-4-(3,5-difluorophenyl)pyridine-2-carboxamide